C1(=CC=CC=C1)OC(=O)C1=CC2=CNN=C2C=C1 2H-indazole-5-carboxylic acid phenyl ester